C(C=C)N1N(C2=NC(=NC=C2C1=O)NC1=CC=C(C=C1)N1CCN(CC1)CCO)C1=CC=CC(=N1)S(=O)(=O)N 6-(2-allyl-6-((4-(4-(2-hydroxyethyl)piperazin-1-yl)phenyl)amino)-3-oxo-2,3-dihydro-1H-pyrazolo[3,4-d]pyrimidin-1-yl)pyridin-2-sulfonamide